C(C)(C)(C)C=1C=C(C=C(C1O)C(C)(C)C)OC(CC)=O (3,5-di-tert-butyl-4-hydroxyphenyl)propionate